6-((2-acrylamidoacetamido)methyl)-N-((2-fluorophenyl)sulfonyl)benzofuran-2-carboxamide C(C=C)(=O)NCC(=O)NCC1=CC2=C(C=C(O2)C(=O)NS(=O)(=O)C2=C(C=CC=C2)F)C=C1